3-((6,7-dihydro-1H-[1,4]dioxino[2',3':4,5]benzo[1,2-d]imidazol-2-yl)amino)-N-hydroxybenzamide N1C(=NC2=C1C=C1C(=C2)OCCO1)NC=1C=C(C(=O)NO)C=CC1